ClC1=C(C=NC=C1Cl)C=1CCN(CC1)CC=1C=C2CN(C(C2=CC1)=O)N1C(NC(CC1)=O)=O 1-(5-((4,5-dichloro-3',6'-dihydro-[3,4'-bipyridin]-1'(2'H)-yl)methyl)-1-oxoisoindolin-2-yl)dihydropyrimidine-2,4(1H,3H)-dione